CC1=C(CC2OC(C3=CC(=CC=C23)C=2CCN(CC2)C(=O)OC(C)(C)C)=O)C=CC=C1 tert-butyl 4-(1-(2-methylbenzyl)-3-oxo-1,3-dihydroisobenzofuran-5-yl)-3,6-dihydropyridine-1(2H)-carboxylate